(S)-1-(5-chloro-3-fluoro-pyridin-2-yl)-4-(4-chloro-benzyl)-3-(oxetan-3-yl)-piperazine-2,5-dione ClC=1C=C(C(=NC1)N1C([C@@H](N(C(C1)=O)CC1=CC=C(C=C1)Cl)C1COC1)=O)F